C(C)(C)(C)[Mg]Cl Tert-butyl-(chloro)magnesium